6-chloro-1-{6-[3-(dimethylamino)azetidin-1-yl]pyridin-3-yl}-7-fluoro-4-oxoquinoline-3-carboxylic acid ClC=1C=C2C(C(=CN(C2=CC1F)C=1C=NC(=CC1)N1CC(C1)N(C)C)C(=O)O)=O